5-vinyl-3-nitro-1H-pyrrolo[3,2-b]pyridine C(=C)C1=CC=C2C(=N1)C(=CN2)[N+](=O)[O-]